2',5,6',7-Tetrahydroxyflavone 2-(2-Vinyloxyethoxy)ethylacrylate C(=C)OCCOCCC(C(=O)O)=C.OC1=C(C=2OC3=CC(=CC(=C3C(C2)=O)O)O)C(=CC=C1)O